CC1=C(O)C=C(C(=C1O)CCCCC)O 2-methyl-4-amyl-phloroglucinol